COC1=CC(=NC=C1)C=1N=C(C2=C(N1)CCC2)N(CC(=O)NC2(CCCC2)C)C 2-{[2-(4-methoxypyridin-2-yl)-5H,6H,7H-cyclopenta[d]pyrimidin-4-yl](methyl)amino}-N-(1-methylcyclopentyl)acetamide